N-ethyl-hept-5-enamide C(C)NC(CCCC=CC)=O